7-chloro-N-[6-(2,2-difluoroethoxy)-5-fluoro-2-methoxy-3-pyridinyl]imidazo[1,2-a]pyridine-3-sulfonamide ClC1=CC=2N(C=C1)C(=CN2)S(=O)(=O)NC=2C(=NC(=C(C2)F)OCC(F)F)OC